cobalt octenate C(C=CCCCCC)(=O)[O-].[Co+2].C(C=CCCCCC)(=O)[O-]